2,2-difluoro-4-(3-methoxy-3-oxopropyl)-10,12-dimethyl-1lambda5,3-diaza-2-boratricyclo[7.3.0.0{3,7}]dodeca-1(12),4,6,8,10-pentaen-1-ylium-2-uide F[B-]1([N+]2=C(C=C(C2=CC2=CC=C(N12)CCC(=O)OC)C)C)F